ClC1=CC=CC2=C1NC(=N2)C(=O)N2CC=1N([C@@H](C2)C)C(=NC1)C(F)F (R)-(7-chloro-1H-benzo[d]imidazol-2-yl)(3-(difluoromethyl)-5-methyl-5,6-dihydroimidazo[1,5-a]pyrazin-7(8H)-yl)methanone